CN(C1C(CCC=C1)C1=CC=CC=C1)C 2-dimethylamino-1-phenyl-3-cyclohexene